N-cyclohexyl-N,N-dimethyl-N-phenacylammonium Maleate C(\C=C/C(=O)[O-])(=O)[O-].C1(CCCCC1)[N+](CC(=O)C1=CC=CC=C1)(C)C.C1(CCCCC1)[N+](C)(C)CC(=O)C1=CC=CC=C1